rac-(3R,4R)-1-(2-methyl-cyclopentyl)-4-{[3-(2,4-difluoro-phenyl)-isoxazole-5-carbonyl]-amino}-piperidine-3-carboxylic acid CC1C(CCC1)N1C[C@H]([C@@H](CC1)NC(=O)C1=CC(=NO1)C1=C(C=C(C=C1)F)F)C(=O)O |r|